FC1=C(C2=C(C=C(O2)CNC(=O)C=2C=NN3C2N=CC=C3)C=C1)C(=O)OCC(F)(F)F 2,2,2-Trifluoroethyl 6-fluoro-2-((pyrazolo[1,5-a]pyrimidine-3-carboxamido)methyl)benzofuran-7-carboxylate